lithium calcium zirconium oxychloride O(Cl)Cl.[Zr].[Ca].[Li]